N-chloromethanesulfonamide sodium salt [Na].ClNS(=O)(=O)C